(R)-3-(2,6-difluoro-4-(piperidin-4-yloxy)phenyl)piperidine-2,6-dione FC1=C(C(=CC(=C1)OC1CCNCC1)F)[C@@H]1C(NC(CC1)=O)=O